N1N=CC=2C1=NN=CC2 1H-pyrazolo[3,4-c]pyridazine